C(C)(C)(C)N1N=CC2=C1C(NN=C2C)=O 1-(tert-butyl)-4-methyl-1,6-dihydro-7H-pyrazolo[3,4-d]pyridazin-7-one